C(C)(C)(C)N(C(=O)OCCCN1N=NC=C1)CCC1=NNC=C1C#N 3-(1H-1,2,3-triazol-1-yl)propan-1-ol tert-butyl-N-[2-(4-cyano-1H-pyrazol-3-yl)ethyl]carbamate